methyl trans-4-{[9-chloro-7-(5-fluoroindol-1-yl)-3,5-dihydro-2H-1,4-benzoxazepin-4-yl]methyl}cyclohexane-1-carboxylate ClC1=CC(=CC=2CN(CCOC21)C[C@@H]2CC[C@H](CC2)C(=O)OC)N2C=CC1=CC(=CC=C21)F